sebacoyl-CoA C(CCCCCCCCC(=O)O)(=O)SCCNC(CCNC([C@@H](C(COP(OP(OC[C@@H]1[C@H]([C@H]([C@@H](O1)N1C=NC=2C(N)=NC=NC12)O)OP(=O)(O)O)(=O)O)(=O)O)(C)C)O)=O)=O